COC(C[C@@H](C=O)O[Si](C)(C)C(C)(C)C)=O (S)-3-(tert-butyldimethylsilyloxy)-4-oxobutanoic acid methyl ester